8-Hydroxy-2-methylquinazoline-4-one OC=1C=CC=C2C(NC(=NC12)C)=O